C1(=CC=CC2=CC=CC=C12)C1=CC=C(C=C1)N 4-(naphthalen-1-yl)benzenamine